N-((S)-1-(hydroxymethyl)-3-methyl-2-oxabicyclo[2.1.1]hexan-4-yl)-4-azaspiro[2.5]octane-7-carboxamide OCC12O[C@H](C(C1)(C2)NC(=O)C2CCNC1(CC1)C2)C